N-(3-Cyano-4-fluorophenyl)-4-(hydroxymethyl)-5,8,9,11-tetrahydropyrido[4',3':3,4]-pyrazolo[5,1-b][1,3]oxazepine-10(2H)-carboxamide C(#N)C=1C=C(C=CC1F)NC(=O)N1CC=2C(=NN3C2OCC=C(C3)CO)CC1